4-Aminomethyl-cyclohexanecarboxylic Acid ((S)-17-chloro-9-oxo-8,16,18-triaza-tricyclo[13.2.1.02,7]octadeca-1(17),2,4,6,15(18)-pentaen-14-yl)-amide ClC=1NC=2[C@H](CCCCC(NC3=CC=CC=C3C1N2)=O)NC(=O)C2CCC(CC2)CN